ClC1=CC=C(C=C1)S(=O)(=O)C1(CC(C1)N(S(=O)(=O)C(F)(F)F)S(=O)(=O)C(F)(F)F)C1=C(C=CC(=C1)F)F N-[cis-3-[(4-chlorophenyl)sulfonyl]-3-(2,5-difluorophenyl)cyclobutyl]-1,1,1-trifluoro-N-[(trifluoromethyl)sulfonyl]methanesulfonamide